ClC=1C=C(C=C(C1OCCCCCOCC(OC)OC)C#N)C(C)(C)C1=CC=C(OCC=2C=NC(=NC2)NS(=O)(=O)C)C=C1 N-(5-((4-(2-(3-chloro-5-cyano-4-((5-(2,2-dimethoxyethoxy)pentyl)oxy)phenyl)propan-2-yl)phenoxy)methyl)pyrimidin-2-yl)methanesulfonamide